2-carboxy-3-(3-nitro-4-chlorobenzoyl)-butyric acid C(=O)(O)C(C(=O)O)C(C)C(C1=CC(=C(C=C1)Cl)[N+](=O)[O-])=O